ClC=1C=C(C=CC1OCC=1N=C2N(C=CC=C2)C1)NC=1C2=C(N=CN1)NC=C2C2CCN(CC2)C(C=C)=O 1-(4-(4-((3-chloro-4-(imidazo[1,2-a]pyridin-2-ylmethoxy)phenyl)amino)-7H-pyrrolo[2,3-d]pyrimidin-5-yl)piperidin-1-yl)prop-2-en-1-one